C(C1=CC=CC=C1)OC(CCCCC(=O)N[C@@H](CC(=O)O)C(=O)NCCCCCC(=O)N(CCO[C@@H]1[C@@H](O)[C@@H](O)[C@H](O)[C@H](O1)CO)CCO[C@@H]1[C@@H](O)[C@@H](O)[C@H](O)[C@H](O1)CO)=O (S)-3-[6-(Benzyloxy)-6-oxohexanamido]-4-{[6-(bis{2-[(α-D-mannopyranosyl)oxy]ethyl}amino)-6-oxohexyl]amino}-4-oxobutanoic acid